3-[[2-(2-methoxyethoxy)ethyl]amino]propanesulfonic acid COCCOCCNCCCS(=O)(=O)O